CC1=C(C=CC(=N1)C(C)=O)C(F)(F)F 1-(6-methyl-5-(trifluoromethyl)pyridin-2-yl)ethan-1-one